3-methoxy-4-(tridec-1-en-4-yloxy)benzaldehyde COC=1C=C(C=O)C=CC1OC(CC=C)CCCCCCCCC